6-Boc-2-amino-4,5,6,7-tetrahydro-6-azabenzothiazole C(=O)(OC(C)(C)C)N1CC2=C(N=C(S2)N)CC1